FC(C1=CC=C(C=C1)[C@H](C)N1CCC(CC1)NC(C=C)=O)(F)F N-[1-[(1S)-1-[4-(trifluoromethyl)phenyl]ethyl]-4-piperidyl]prop-2-enamide